5-chloro-2-methyl-N-((1r,4r)-4-((3-(6-(methylamino)pyridazin-3-yl)-2-oxo-2,3-dihydro-1H-benzo[d]imidazol-1-yl)methyl)cyclohexyl)nicotinamide ClC=1C=NC(=C(C(=O)NC2CCC(CC2)CN2C(N(C3=C2C=CC=C3)C=3N=NC(=CC3)NC)=O)C1)C